[2-{2-(2-hydroxyethoxy)ethoxy}ethyl]amine OCCOCCOCCN